(5-chloro-3-methyl-6-(thiazol-4-ylmethoxy)-1H-indol-2-yl)methanamine hydrochloride Cl.ClC=1C=C2C(=C(NC2=CC1OCC=1N=CSC1)CN)C